C[Si](CCN([C@@H](C(C)C)C(=O)N[C@@H](C)C(=O)N[C@@H](CCCCN)C(=O)[O-])C(CCCCCN1C(C=CC1=O)=O)=O)(C)C 2-(trimethylsilyl)ethyl-N-[6-(2,5-dioxo-2,5-dihydro-1H-pyrrol-1-yl)hexanoyl]-L-valyl-L-alanyl-L-lysinate